butyl [(1r,4r)-4-(aminomethyl)cyclohexyl]carbamate NCC1CCC(CC1)NC(OCCCC)=O